C1(CCCCC1)OC1=CC=C(C=C1)C1=NC(=C(C(=N1)C)C(=O)O)C 2-[4-(cyclohexyloxy)phenyl]4,6-dimethyl-pyrimidine-5-carboxylic acid